L-Alanyl-L-prolin N[C@@H](C)C(=O)N1[C@@H](CCC1)C(=O)O